2,2-dichloro-3-(3,4-dichlorophenyl)-N-[4-fluoro-3-[[(3,3,3-trifluoro-1-oxopropyl)amino]methyl]phenyl]cyclopropanecarboxamide ClC1(C(C1C1=CC(=C(C=C1)Cl)Cl)C(=O)NC1=CC(=C(C=C1)F)CNC(CC(F)(F)F)=O)Cl